Ethylenebiscapramid C(CNC(=O)CCCCCCCCC)NC(=O)CCCCCCCCC